CS(=O)(=N)C1=[N+](C=CC=C1)[O-] 2-(S-methylsulfonimidoyl)pyridine 1-oxide